C(=O)O.COC=1C(=C2C=CNC2=C(C1)C)CN1[C@H](C[C@@H](CC1)NS(N)(=O)=O)C1=CC=C(C(=O)O)C=C1 |r| (±)-trans-4-(1-((5-methoxy-7-methyl-1H-indol-4-yl)methyl)-4-(sulfamoylamino)piperidin-2-yl)benzoic acid formic acid salt